FC(OC1CC(CC1)NC(=O)NCC1=CC(=NC=C1)OC(F)F)F 1-[3-(difluoromethoxy)cyclopentyl]-3-[[2-(difluoromethoxy)pyridin-4-yl]methyl]urea